4-[4-[2-[1-(6,7-dihydro-5H-pyrrolo[1,2-c]imidazol-1-yl)-2-oxo-2-(thiazol-2-ylamino)ethyl]-7-fluoro-3-oxo-isoindolin-5-yl]phenyl]-1,4-diazepan-1-carboxylic acid tert-butyl ester C(C)(C)(C)OC(=O)N1CCN(CCC1)C1=CC=C(C=C1)C=1C=C2C(N(CC2=C(C1)F)C(C(NC=1SC=CN1)=O)C1=C2N(C=N1)CCC2)=O